NC(CC1CCC(CC1)C#N)(C)C (1s,4s)-4-(2-Amino-2-methylpropyl)cyclohexane-1-carbonitrile